2-bromo-6,7-dihydrothiazolo[5,4-c]Pyridine-5(4H)-carboxylic acid tert-butyl ester C(C)(C)(C)OC(=O)N1CC2=C(CC1)N=C(S2)Br